2-(1-(3,3-dimethylcyclohexyl)ethoxy)-2-methylpropyl propionate C(CC)(=O)OCC(C)(C)OC(C)C1CC(CCC1)(C)C